4-(4-(2-(8-(methylsulfonyl)-1-oxo-2-oxa-8-azaspiro[4.5]dec-3-yl)ethyl)piperazin-1-yl)benzonitrile CS(=O)(=O)N1CCC2(CC(OC2=O)CCN2CCN(CC2)C2=CC=C(C#N)C=C2)CC1